C(CCN)C[C@@H](C(=O)N[C@@H](CS)C(=O)NCC(=O)O)NC(=O)[C@H](CCCN=C(N)N)N The molecule is a tetrapeptide composed of L-arginine, L-lysine, L-cysteine, and glycine joined in sequence by peptide linkages. It has a role as a metabolite. It derives from a L-arginine, a L-lysine, a L-cysteine and a glycine.